ClC1=CC(=C(OCC=2C=NC=C(C#N)C2)C=C1OCC=1C(=C(C=CC1)C1=C(C(=CC=C1)COC1=C(C=C(C(=C1)OC)C=O)Cl)C)C)C=O 5-((4-chloro-5-((3'-((2-chloro-4-formyl-5-methoxyphenoxy)methyl)-2,2'-dimethyl-[1,1'-biphenyl]-3-yl)methoxy)-2-formylphenoxy)methyl)nicotinonitrile